C1C(C#CC(C1)C(=O)[O-])C(=O)[O-] 3-cyclohexayne-2,5-dioate